3-(((6Z,9Z,28Z,31Z)-heptatriaconta-6,9,28,31-tetraen-19-yl)oxy)-N,N-dimethylpropan-1-amine CCCCC\C=C/C\C=C/CCCCCCCCC(CCCCCCCC\C=C/C\C=C/CCCCC)OCCCN(C)C